1-([1,1'-biphenyl]-4-yl)-2-((1,1-dioxido-2,3-dihydrothiophen-3-yl)oxy)ethan-1-one C1(=CC=C(C=C1)C(COC1CS(C=C1)(=O)=O)=O)C1=CC=CC=C1